CC(C)OC([C@@H](CN1N=C(N=C1)C#N)O)=O (2R)-3-(3-cyano-1H-1,2,4-triazol-1-yl)-2-hydroxypropionic acid propan-2-yl ester